methyl 8-(4-(4-(tert-butoxycarbonyl)piperazin-1-yl)butanamido)quinoline-4-carboxylate C(C)(C)(C)OC(=O)N1CCN(CC1)CCCC(=O)NC=1C=CC=C2C(=CC=NC12)C(=O)OC